C(CNCCO)N aminoethylethanolamine